C1(CC1)CSC=1SC2=C(N1)C=CC=C2 2-((cyclopropylmethyl)thio)benzothiazole